tert-butyl ({6-chloro-1-oxo-2-[6-(4-propyl-4H-1,2,4-triazol-3-yl)pyridin-2-yl]-2,3-dihydro-1H-pyrrolo[3,4-c]pyridin-4-yl}methyl)methylcarbamate ClC1=CC2=C(C(=N1)CN(C(OC(C)(C)C)=O)C)CN(C2=O)C2=NC(=CC=C2)C2=NN=CN2CCC